O=C1N(CCC(N1)=O)C1=CC=C(CN2CCN(CC2)C=2C(=CC3=C(C(C=4NC5=CC(=CC=C5C4C3=O)C#N)(C)C)C2)CC)C=C1 8-(4-(4-(2,4-dioxotetrahydropyrimidin-1(2H)-yl)benzyl)piperazin-1-yl)-9-ethyl-6,6-dimethyl-11-oxo-6,11-dihydro-5H-benzo[b]carbazole-3-carbonitrile